2-((S)-1-(((R)-tert-butylsulfinyl)amino)-1,3-dihydrospiro[indene-2,4'-piperidine]-1'-yl)-5-(2,3-dichloropyridin-4-yl)-6-methylpyrimidine-4-carboxamide C(C)(C)(C)[S@@](=O)N[C@@H]1C2=CC=CC=C2CC12CCN(CC2)C2=NC(=C(C(=N2)C(=O)N)C2=C(C(=NC=C2)Cl)Cl)C